C1(CC1)C(=O)NC1=CC=C2C(=N1)N(C=C2C=2C(=CC(=NC2)N(C(OC(C)(C)C)=O)C)C)COCC[Si](C)(C)C tert-butyl N-[5-(6-cyclopropaneamido-1-[[2-(trimethylsilyl)ethoxy]methyl]pyrrolo[2,3-b]pyridin-3-yl)-4-methylpyridin-2-yl]-N-methylcarbamate